tert-butyl 4-hydroxy-5-cyclopropyl-7-methyl-1H-indole-1-carboxylate OC1=C2C=CN(C2=C(C=C1C1CC1)C)C(=O)OC(C)(C)C